NC1=C(C=CC=C1Cl)C(C)C1=C(C(=CC=C1)Cl)N bis(amino-3-chlorophenyl)ethane